ClC1=CC=C(C=C1)C1=CC(=NC(=N1)C1=CC=C(C=C1)OC)C(=O)O 6-(4-chlorophenyl)-2-(p-methoxyphenyl)pyrimidine-4-carboxylic acid